C1(CC1)CNC(=O)C(=O)NC1COCCC1=O N-(cyclopropylmethyl)-N'-(4-oxotetrahydropyran-3-yl)oxamide